1-(cyclopropylmethyl)-5-nitro-1H-indole-3-carbonitrile C1(CC1)CN1C=C(C2=CC(=CC=C12)[N+](=O)[O-])C#N